C(C)(C)(C)OC(=O)N1[C@H]2C[C@H](C[C@@H]1C(C2)(F)F)NC=2N=NC(=CC2)Cl |r| (±)-(1S,3R,5R)-3-((6-chloropyridazin-3-yl)amino)-6,6-difluoro-8-azabicyclo[3.2.1]Octane-8-carboxylic acid tert-butyl ester